3-[[(1S,3aR,6aS)-2-(4-methoxy-1H-1,3-benzodiazole-2-carbonyl)-hexahydro-1H-cyclopenta[c]pyrrol-1-yl]formamido]-N-benzyl-2-oxo-4-[(3S)-2-oxopyrrolidin-3-yl]butanamide COC1=CC=CC=2NC(=NC21)C(=O)N2[C@@H]([C@@H]1[C@H](C2)CCC1)C(=O)NC(C(C(=O)NCC1=CC=CC=C1)=O)C[C@H]1C(NCC1)=O